N[C@H](C(=O)O)CC1=CC=C(C=C1)C1=CC2=C(OCCO2)C=C1 (S)-2-amino-3-(4-(2,3-dihydrobenzo[b][1,4]dioxin-6-yl)phenyl)propanoic acid